4-(1-(3-((1H-imidazol-2-yl)amino)-4-methylbenzoyl)piperidin-4-yl)benzonitrile N1C(=NC=C1)NC=1C=C(C(=O)N2CCC(CC2)C2=CC=C(C#N)C=C2)C=CC1C